(1R,2R,4S,5S,6r)-2,4-dimethyl-N-(2-methyl-1-((3-methylpyridin-2-yl)oxy)propan-2-yl)-3-azabicyclo[3.1.0]hexane-6-carboxamide C[C@@H]1[C@H]2C([C@H]2[C@@H](N1)C)C(=O)NC(COC1=NC=CC=C1C)(C)C